C1(CCCCC1)CCCCNC(=O)C=1N=C(OC1)C1C(C2CCC1O2)CC=CCCCC(=O)O 7-[3-[4-[[(4-cyclohexyl-butyl)amino]carbonyl]-2-oxazolyl]-7-oxabicyclo[2.2.1]hept-2-yl]-5-heptenoic acid